CC[C@@H](CC[C@@H](C)[C@H]1CC[C@H]2[C@@H]3CC[C@H]4CCCC[C@]4(C)[C@H]3CC[C@]12C)C(C)C 5alpha-Poriferastane